FC(CN1N([C@@H]2[C@H](C1)NCC2(F)F)CCC(C(=O)OCC=C)(C)C)F (cis)-Allyl 4-(2-(2,2-difluoroethyl)-6,6-difluorohexahydropyrrolo[3,2-c]pyrazol-1(2H)-yl)-2,2-dimethylbutanoate